NCC(C(=O)N)(C(F)(F)F)O 2-(aminomethyl)-3,3,3-trifluoro-2-hydroxypropionamide